O1COC2=C1C=CC(=C2)CCC(=O)NCC2=CC(=CC=C2)Cl 3-(benzo[d][1,3]dioxol-5-yl)-N-(3-chlorobenzyl)propanamide